CN(C1CN(CCC1)C)C1=C(C=CC=C1)C1NCCC1 N,1-dimethyl-N-(2-(pyrrolidin-2-yl)phenyl)piperidin-3-amine